C(C)O[C@H]1CC[C@H](CC1)NC=1N=CC2=C(N1)NC=C2C2=CC=1N(C=C2)N=CC1 N-(cis-4-ethoxycyclohexyl)-5-(pyrazolo[1,5-a]pyridin-5-yl)-7H-pyrrolo[2,3-d]pyrimidin-2-amine